N,N-di(octyl)isoquinoline-8-carboxamide C(CCCCCCC)N(C(=O)C=1C=CC=C2C=CN=CC12)CCCCCCCC